NCC1=CC=C(C=C1)CSC1=C(C(=NN1C(=O)C=1C(=C(C(=O)O)C=CC1)Cl)C1C(CN(CC1)C(CN1CCOCC1)=O)=O)F 3-[5-({[4-(aminomethyl)phenyl]methyl}sulfanyl)-4-fluoro-3-{1-[2-(morpholin-4-yl)acetyl]-3-oxopiperidin-4-yl}-1H-pyrazole-1-carbonyl]-2-chlorobenzoic acid